C(C)(=O)C=1OC(=CC1)CN acetyl-5-(aminomethyl)furan